C(C1=CC=CC=C1)OC1=C(N2C(C3=C(C=CC=C13)Cl)=NC(=N2)C)C(=O)O 6-(benzyloxy)-10-chloro-2-methyl-[1,2,4]triazolo[5,1-a]isoquinoline-5-carboxylic acid